C(C)(C)(C)OC(=O)N1CC2=CC(=CC=C2CC1)N1C(=NC2=C(C1=O)N(N=C2C(=O)OCC)C2=CC(=CC=C2)Cl)C 7-[1-(3-Chlorophenyl)-3-ethoxycarbonyl-5-methyl-7-oxo-pyrazolo[4,3-d]pyrimidin-6-yl]-3,4-dihydro-1H-isoquinoline-2-carboxylic acid tert-butyl ester